C(C)(C)(C)OC(=O)N[C@@H](CC(=O)OCC)C=1C=C(C=C(C1F)C)C1=C(C(=CC=C1C)C)C (S)-ethyl 3-(tert-butoxycarbonylamino)-3-(4-fluoro-2',3',5,6'-tetramethylbiphenyl-3-yl)propanoate